BrC=1C=CC(=C(C1)S(=O)(=O)NC=1C(=C(C(=O)NCCOC)C=C(C1)C1(CCC1)C#N)O)O 3-((5-Bromo-2-hydroxyphenyl)sulfonamido)-5-(1-cyanocyclobutyl)-2-hydroxy-N-(2-methoxyethyl)benzamide